2-((8-amino-6-cyclopropylimidazo[1,2-a]pyridin-2-yl)methyl)isoindoline-1,3-dione NC=1C=2N(C=C(C1)C1CC1)C=C(N2)CN2C(C1=CC=CC=C1C2=O)=O